O[C@@H]1[C@H](C\C=C/CCCC(=O)O)[C@H](OC(C1)O)\C=C\[C@H](CCCCC)O (5Z,9alpha,13E,15S)-9,11,15-trihydroxythromboxa-5,13-dien-1-oic acid